2-(4-cyclopentylpiperazin-1-yl)aniline C1(CCCC1)N1CCN(CC1)C1=C(N)C=CC=C1